boroxinetricarboxylic acid O1B(OB(OB1C(=O)O)C(=O)O)C(=O)O